4-[(3R)-pyrrolidin-3-yl]morpholine N1C[C@@H](CC1)N1CCOCC1